(R)-8-bromo-3-(2-chloro-4-fluorobenzyl)-6-((2-imino-3-methyl-2,3-dihydro-1H-imidazol-1-yl)methyl)chroman-4-one BrC=1C=C(C=C2C([C@@H](COC12)CC1=C(C=C(C=C1)F)Cl)=O)CN1C(N(C=C1)C)=N